di-neopentyl-3,4,5,6-tetramethyl-1,4-cyclohexadiene-1,2-dicarboxylic acid C(C(C)(C)C)C1(C(=C(C(C(=C1C(=O)O)C(=O)O)(C)CC(C)(C)C)C)C)C